BrC=1N=C(N(N1)C1=NC=CC=N1)C(C)NC(C1=CC(=CC(=C1)C1C(C1)C(F)(F)F)C(F)(F)F)=O N-[1-(5-bromo-2-pyrimidin-2-yl-1,2,4-triazol-3-yl)ethyl]-3-(trifluoromethyl)-5-[2-(trifluoromethyl)cyclopropyl]benzamide